N-isopropyl-2-(2-(5-(trifluoromethyl)-1,2,4-oxadiazol-3-yl)-6,7-dihydrothieno[3,2-c]pyridin-5(4H)-yl)acetamide C(C)(C)NC(CN1CC2=C(CC1)SC(=C2)C2=NOC(=N2)C(F)(F)F)=O